N-(3-ethoxypropyl)-2-[8-methyl-7-(pyrrolidine-1-carbonyl)-4,5-dihydrofuro[2,3-g]indazol-2-yl]acetamide C(C)OCCCNC(CN1N=C2C3=C(CCC2=C1)OC(=C3C)C(=O)N3CCCC3)=O